N[C@@H](CCCNC(N)=N)C(=O)N[C@@H](CC(=O)[O-])C(=O)[O-] argininylaspartate